COC1=C(C=C(C=C1C)P(C1=C(C=CC=C1)C=1[CH-]C=CC1)C1=CC(=C(C(=C1)C)OC)C)C.[CH-]1C=CC=C1.[Fe+2] 2-[2-[Bis(4-methoxy-3,5-dimethylphenyl)phosphino]phenyl]ferrocene